pteridine trifluoroacetate FC(C(=O)O)(F)F.N1=CN=CC2=NC=CN=C12